7-Bromo-1-[(4-bromophenyl)methyl]pyrido[3,2-d]pyrimidine-2,4-dione BrC1=CC=2N(C(NC(C2N=C1)=O)=O)CC1=CC=C(C=C1)Br